P([O-])(=O)(OP(=O)([O-])[O-])N amidopyrophosphate